BrC=1C=CC(=C(C1)S(=O)(=O)N1CCC2=CC=CC(=C12)C)C 1-(5-bromo-2-methyl-phenyl)sulfonyl-7-methyl-indoline